O=C1NC(CCC1N1C(C2=CC=C(C=C2C1)C#CC=O)=O)=O 3-[2-(2,6-dioxopiperidin-3-yl)-1-oxo-3H-isoindol-5-yl]prop-2-ynal